ClC=1C(=NC(=NC1)N[C@H]1[C@@H](COCC1)O)C=1C=C2C(C(=NC2=C(C1)F)C1(CCCCC1)O)(C)C (3S,4R)-4-((5-chloro-4-(7-fluoro-2-(1-hydroxycyclohexyl)-3,3-dimethyl-3H-indol-5-yl)pyrimidine-2-yl)amino)tetrahydro-2H-pyran-3-ol